C(CCCCCCCCC(=O)OC1CC(NC(C1)(C)C)(C)C)(=O)OC1CC(NC(C1)(C)C)(C)C bis[2,2,6,6-tetramethyl-4-piperidyl] sebacate